(3E)-6-chloro-3-[(3-chloro-2-fluoro-phenyl)methylene]indol-2-one ClC1=CC=C2\C(\C(NC2=C1)=O)=C/C1=C(C(=CC=C1)Cl)F